(E)-ethyl 2-(2-(cyclopropanesulfonamido)thiazol-4-yl)-2-(methoxyimino)acetate C1(CC1)S(=O)(=O)NC=1SC=C(N1)\C(\C(=O)OCC)=N/OC